4-(hexylamino)cyclohexanone C(CCCCC)NC1CCC(CC1)=O